N-(2'-chloro-3'-(6-methoxy-5-((methylamino)methyl)pyridin-2-yl)-2-methyl-[1,1'-biphenyl]-3-yl)-2-methylpyrido[3,2-d]pyrimidin-4-amine ClC1=C(C=CC=C1C1=NC(=C(C=C1)CNC)OC)C1=C(C(=CC=C1)NC=1C2=C(N=C(N1)C)C=CC=N2)C